CON1C(N(C(C1=O)=O)OC)=CC1=CC=CC=C1 DimethoxybenzylideneDioxoimidazolidine